C(C)C1=C(C=CC=C1)C=1C(=CC=CC1)C1=CC=CC=C1 ethyl-terphenyl